N-(8-methyl-2-oxo-3,4-dihydro-1H-quinolin-6-yl)-2,3-dihydrofuro[2,3-b]pyridine-4-carboxamide CC=1C=C(C=C2CCC(NC12)=O)NC(=O)C=1C2=C(N=CC1)OCC2